CS(=O)(=O)OC1CC2(C1)CCC(CC2)N(C)C(=O)OCC2=CC=CC=C2 [7-[Benzyloxycarbonyl(methyl)amino]spiro[3.5]nonan-2-yl] methanesulfonate